O=C(CC[C@H]1N(CCC1)C=1C=C(C(N(N1)COCC[Si](C)(C)C)=O)C(F)(F)F)N1CCN(CC1)C1=NC=C(C=N1)C(F)(F)F (S)-6-(2-(3-oxo-3-(4-(5-(trifluoromethyl)pyrimidin-2-yl)piperazin-1-yl)propyl)pyrrolidin-1-yl)-4-(trifluoromethyl)-2-((2-(trimethylsilyl)ethoxy)methyl)pyridazin-3(2H)-one